BrC=1C(=CC=2C(=NC(=C3C(C=CN(C23)[C@H]2[C@H]3CN([C@@H]2C3)C(=O)OC(C)(C)C)=O)SC)C1F)CCC#N tert-butyl (1R,4R,5S)-5-(8-bromo-9-(2-cyanoethyl)-7-fluoro-5-(methylthio)-4-oxobenzo[h][1,6]naphthyridin-1(4H)-yl)-2-azabicyclo[2.1.1]hexane-2-carboxylate